C(C)(=O)C1=NC=NC=C1 4-acetylpyrimidine